4-methoxypyridine-2,6-diamine COC1=CC(=NC(=C1)N)N